ClC1=CC(=CC2=C1B(OC2)O)NC2=NC=C(C(=N2)N[C@@H]2COCCC2)C (S)-7-chloro-5-((5-methyl-4-((tetrahydro-2H-pyran-3-yl)amino)pyrimidin-2-yl)amino)benzo[c][1,2]oxaborol-1(3H)-ol